benzo[d]oxazol-4-ol O1C=NC=2C1=CC=CC2O